2,3,4,5-tetrahydro-1,4-benzoxazepine-8-Carbonitrile hydrochloride Cl.O1CCNCC2=C1C=C(C=C2)C#N